C(CCCCCCCCCCCCCCC)O[C@@H](COC(CCC(=O)OCC[N+](C)(C)C)=O)COCCCCCCCCCCCCCCCC |r| racemic-[2-(2,3-di(hexadecyl)oxypropyloxysuccinyloxy)ethyl]-trimethylammonium